N1CCS(CC1)(=O)=O 1lambda6-thio-morpholine-1,1-dione